C(C)(=O)C1=CC(=C(C=C1)C1=CC=C(C=C1)C(C)=O)C#C 4,4'-diacetylethynyl-1,1'-biphenyl